5-(1-(2-oxo-2-(4-(5-(trifluoromethyl)pyrimidin-2-yl)piperazin-1-yl)ethyl)pyrrolidin-2-yl)-3-(trifluoromethyl)pyrazin-2(1H)-one O=C(CN1C(CCC1)C=1N=C(C(NC1)=O)C(F)(F)F)N1CCN(CC1)C1=NC=C(C=N1)C(F)(F)F